4-[1-(difluoromethyl)-5-methyl-pyrazol-3-yl]-N-(2,3-difluorophenyl)-1-methyl-2-oxo-pyrrolidine-3-carboxamide FC(N1N=C(C=C1C)C1C(C(N(C1)C)=O)C(=O)NC1=C(C(=CC=C1)F)F)F